(S)-N-((R)-1-(4-carbamimidoylthiophen-2-yl)ethyl)-7-((4-(difluoro(phenyl)methyl)benzoyl)glycyl)-1,4-dioxa-7-azaspiro[4.4]nonane-8-carboxamide C(N)(=N)C=1C=C(SC1)[C@@H](C)NC(=O)[C@H]1N(CC2(OCCO2)C1)C(CNC(C1=CC=C(C=C1)C(C1=CC=CC=C1)(F)F)=O)=O